[Fe].[Mn].[Li].[Co].[Ni].C1=C(C=CC=2C3=CC=CC=C3C=CC12)C1=CC=C(N)C=C1 4-(phenanthren-2-yl)aniline nickel cobalt lithium manganese iron